C(C)(C)(C)C=1C=C(C=C(C1OC)C(C)(C)C)P(C1=C(C2=C(OCO2)C=C1)C1=C(C=CC=2OCOC21)P(C2=CC(=C(C(=C2)C(C)(C)C)OC)C(C)(C)C)C2=CC(=C(C(=C2)C(C)(C)C)OC)C(C)(C)C)C2=CC(=C(C(=C2)C(C)(C)C)OC)C(C)(C)C [4-[5-bis(3,5-ditert-butyl-4-methoxy-phenyl)phosphanyl-1,3-benzodioxol-4-yl]-1,3-benzodioxol-5-yl]-bis(3,5-ditert-butyl-4-methoxy-phenyl)phosphane